ClC=1C=CC(=C(CNC2CC(C2)N)C1)OCC (1r,3r)-N1-(5-chloro-2-ethoxybenzyl)cyclobutane-1,3-diamine